ethyl 1-(2-(chloromethyl)-3-fluoro-4-methoxyphenyl)-1H-1,2,3-triazole-4-carboxylate ClCC1=C(C=CC(=C1F)OC)N1N=NC(=C1)C(=O)OCC